3-(4-(ethylsulfonamido)-3-((4-fluorobenzyl)oxy)phenyl)-5-((6-(2-methoxyethoxy)pyridine-2-yl)amino)-1H-pyrazole-4-carboxamide C(C)S(=O)(=O)NC1=C(C=C(C=C1)C1=NNC(=C1C(=O)N)NC1=NC(=CC=C1)OCCOC)OCC1=CC=C(C=C1)F